C1(CC1)C([C@@H](C(NC1=CC=C(C=C1)C=1C(=NNC1C)C1CC1)=O)NC(=O)C=1N(N=CC1)[C@H](CO)C)C1CC1 N-[(1S)-2,2-dicyclopropyl-1-[[4-(3-cyclopropyl-5-methyl-1H-pyrazol-4-yl)phenyl]carbamoyl]ethyl]-2-[(1S)-2-hydroxy-1-methyl-ethyl]pyrazole-3-carboxamide